CNS(=O)(=O)C=1C=C(C=CC1)B(O)O 3-METHYLSULFAMOYLPHENYLBORONIC ACID